COC(CCC1=CC(=C(C=C1)O)CNCCNCC=1C=C(C=CC1O)CCC(=O)OC)=O 3,3'-(((ethane-1,2-diylbis(azanediyl))bis(methylene))bis(4-hydroxy-3,1-phenylene))dipropionic acid dimethyl ester